C(C)N1C=2N(C(N=C(C2N=C1CO)N1C[C@H](N(C[C@@H]1C)C(=O)OC(C)(C)C)C)=O)C tert-butyl (2R,5S)-4-(9-ethyl-8-(hydroxymethyl)-3-methyl-2-oxo-3,9-dihydro-2H-purin-6-yl)-2,5-dimethylpiperazine-1-carboxylate